racemic-trans-4-amino-4-methylpiperidin-3-ol N[C@]1([C@@H](CNCC1)O)C |r|